3-(5-fluoro-1-oxo-4-(piperidin-4-yl)isoindolin-2-yl)piperidine-2,6-dione FC=1C(=C2CN(C(C2=CC1)=O)C1C(NC(CC1)=O)=O)C1CCNCC1